FC1=C(CNC=2C(=NC=C(C2)C=2C=C3C(=NC=NC3=CC2)N2CCNCC2)OC)C=CC(=C1)F N-(2,4-difluorobenzyl)-2-methoxy-5-(4-(Piperazin-1-yl)quinazolin-6-yl)pyridin-3-amine